N1CC(CCC1)NC1=NC=C(C(=N1)C1=CNC=2C(NC=CCC21)=O)C(F)(F)F 3-{2-[(piperidin-3-yl)amino]-5-(trifluoromethyl)pyrimidin-4-yl}-1H,4H,7H,8H-pyrrolo[2,3-c]azepin-8-one